FC=1C=C2CCN(CC2=CC1)C1=CC(=C(S1)C(C(=O)N)C(C)(C)C)C (5-(6-fluoro-3,4-dihydroisoquinolin-2(1H)-yl)-3-methylthiophene-2-yl)-3,3-dimethylbutyramide